3-nitro-2-fluoro-5-chloro-trichlorotoluene [N+](=O)([O-])C=1C(=C(C(Cl)(Cl)Cl)C=C(C1)Cl)F